8E-decenoic acid-N-(2-methylbutyl) amide CC(CNC(C=CCCCCCCC)=O)CC